N-(4-(4,4-difluoropiperidin-1-yl)furo[3,2-c]pyridin-6-yl)-4-(2-hydroxyethylsulfonamido)-2-(6-azaspiro[2.5]octan-6-yl)benzamide FC1(CCN(CC1)C1=NC(=CC2=C1C=CO2)NC(C2=C(C=C(C=C2)NS(=O)(=O)CCO)N2CCC1(CC1)CC2)=O)F